C(=C)OC(C(CCCC)(C)C)=O vinyl-2,2-dimethylhexanoate